C(=O)O.O=C1N(CCC(C1)C(=O)N1CCC(CC1)CC1=NC=2NCCCC2C=C1)CC(=O)O 2-(2-oxo-4-(4-((5,6,7,8-tetrahydro-1,8-naphthyridin-2-yl)methyl)piperidine-1-carbonyl)piperidin-1-yl)acetic acid formic acid salt